4-((4-((2-ethyl-4-phenylthiazol-5-yl)oxy)pyridin-2-yl)amino)benzoic acid C(C)C=1SC(=C(N1)C1=CC=CC=C1)OC1=CC(=NC=C1)NC1=CC=C(C(=O)O)C=C1